N[C@H]1CCCCNC(C[C@H](NC([C@@H](NC1=O)CC(C)C)=O)C(=O)N[C@H](C(=O)C=1SC2=C(N1)C=CC=C2)CCCNC(=N)N)=O (2S,5S,13S)-13-amino-N-((S)-1-(benzo[d]thiazol-2-yl)-5-guanidino-1-oxopentan-2-yl)-2-isobutyl-3,7,14-trioxo-1,4,8-triazacyclotetradecane-5-carboxamide